C(C=C)(=O)N1CCC(CC1)OC=1C(=CC=2C3=C(N(C(NC13)=O)C1=CC(=C(C=C1)Cl)Cl)N=CN2)OC 9-((1-acryloylpiperidin-4-yl)oxy)-3-(3,4-dichlorophenyl)-8-methoxy-1H-pyrimido[4,5,6-de]quinazolin-2(3H)-one